2-(4-(2-acetyl-5-chlorophenyl)-5-methoxy-2-oxopyridin-1(2H)-yl)-N-(4-cyano-3-(trifluoromethyl)phenyl)-3-phenylpropionamide C(C)(=O)C1=C(C=C(C=C1)Cl)C1=CC(N(C=C1OC)C(C(=O)NC1=CC(=C(C=C1)C#N)C(F)(F)F)CC1=CC=CC=C1)=O